3-iodoimidazo[1,2-a]pyridine-8-carboxylate IC1=CN=C2N1C=CC=C2C(=O)[O-]